N-(4-(1H-pyrazol-1-yl)-3-trifluoromethylphenyl)-5-cyclopropyl-1-(2-oxo-1,2-dihydrobenzo[cd]indol-6-yl)-1H-pyrazole-4-carboxamide N1(N=CC=C1)C1=C(C=C(C=C1)NC(=O)C=1C=NN(C1C1CC1)C=1C=2C3=C(C(NC3=CC1)=O)C=CC2)C(F)(F)F